CN[C@@H](C)C1=CC=CC=C1 (S)-N-methyl-alpha-phenylethylamine